(+/-)-N5-((cis)-2-ethoxycyclopropyl)-1-(3-fluorobenzyl)-N3-methyl-2-oxo-1,2-dihydropyridine-3,5-dicarboxamide C(C)O[C@@H]1[C@@H](C1)NC(=O)C=1C=C(C(N(C1)CC1=CC(=CC=C1)F)=O)C(=O)NC |r|